C(C#CC)OC1=NC(=NC=C1)N 4-(but-2-yn-1-yloxy)pyrimidin-2-amine